CN(C=1C(=NC=CC1)NC1=NC(=NS1)C1=NC=C(C=C1)OCC(F)(F)F)C N3,N3-dimethyl-N2-(3-(5-(2,2,2-trifluoroethoxy)pyridin-2-yl)-1,2,4-thiadiazol-5-yl)pyridine-2,3-diamine